C1(=CC=CC=C1)OC(C1=CC=C(C=C1)C#C)=O phenyl-4-ethynylbenzoate